benzyl-(methyl)selenium C(C1=CC=CC=C1)[Se]C